(3aR,5s,6aS)-N-(6-(2,5-dimethylphenyl)-4-(trifluoromethyl)pyridazin-3-yl)-2-((tetrahydro-2H-pyran-4-yl)methyl-d2)octahydro-cyclopenta[c]pyrrol-5-amine CC1=C(C=C(C=C1)C)C1=CC(=C(N=N1)NC1C[C@@H]2[C@@H](CN(C2)C([2H])([2H])C2CCOCC2)C1)C(F)(F)F